ClC1=C(C=C(C=C1)C(C(=O)NCC=1C=C2CN(C(C2=CC1)=O)C1C(NC(CC1)=O)=O)(F)F)O 2-(4-chloro-3-hydroxyphenyl)-N-((2-(2,6-dioxopiperidin-3-yl)-1-oxoisoindolin-5-yl)methyl)-2,2-difluoroacetamide